2-pivalamidobutanoic acid C(C(C)(C)C)(=O)NC(C(=O)O)CC